N1=C(C=CC=C1)CCSC(CO)CSCCC1=NC=CC=C1 2,3-bis[2-(2-pyridyl)ethyl-thio]Propan-1-ol